[Na+].[Na+].N[C@@H](CC1=CC=C(C=C1)O)C(=O)[O-].N[C@@H](CC1=CC=C(C=C1)O)C(=O)[O-] tyrosine disodium salt